C(C)(C)C1=C(C=CC=C1)C1=NC=C2N=CN(C2=N1)CC1=CC=C(C=C1)C=1N(C=C(N1)C(F)(F)F)C 2-(2-isopropylphenyl)-9-(4-(1-methyl-4-(trifluoromethyl)-1H-imidazol-2-yl)benzyl)-9H-purine